C(C)(C)(C)OC(=O)N1CCC(CC1)C=1N=C2N(C=C(C(=C2)OC(C)C)C(=O)O)C1 2-(1-tert-butoxycarbonyl-4-piperidinyl)-7-isopropoxy-imidazo[1,2-a]pyridine-6-carboxylic acid